tert-Butyl 4-(5-Bromopyrazin-2-yl)piperazine-1-carboxylate BrC=1N=CC(=NC1)N1CCN(CC1)C(=O)OC(C)(C)C